COC1=C(C=C2C=NN(C2=C1)C)C1=CC(=NC=C1C(=O)NC=1SC2=C(N1)CN(C2)C(C2=C(N=CC=C2)OC)=O)C 4-(6-methoxy-1-methyl-1H-indazol-5-yl)-N-(5-(2-methoxynicotinoyl)-5,6-dihydro-4H-pyrrolo[3,4-d]thiazol-2-yl)6-methylnicotinamide